FC([C@@H](C)N1N=NC2=C1C=C(C=C2)C=2C=CN1N=C(N=C(C12)OC)N[C@H]1C(CN(C1)C(C)=O)(F)F)F 1-((R)-4-((5-(1-((R)-1,1-difluoropropan-2-yl)-1H-benzo[d][1,2,3]triazol-6-yl)-4-methoxypyrrolo[2,1-f][1,2,4]triazin-2-yl)amino)-3,3-difluoropyrrolidin-1-yl)ethan-1-one